ClC=1N(C=CN1)CC1=CC=C(C=C1)C1=C(SC(=C1)CC(C)C)S(=O)(=O)NC([O-])=O (3R)-(3-(4-((2-chloro-1H-imidazol-1-yl)methyl)phenyl)-5-isobutylthiophen-2-yl)sulfonylcarbamate